C(CCC\C=C/CCCCC)(=O)OC(CCC\C=C/CCCCC)C(CCC\C=C/CCCCC)O (6Z,16Z)-12-hydroxydocosa-6,16-dien-11-yl (5Z)-undec-5-enoate